1-(4-(1,4-dimethyl-1H-pyrazol-5-yl)-5-fluoropyrimidin-2-yl)-N-ethyl-N-((1-methyl-1H-pyrazol-3-yl)methyl)piperidine-4-carboxamide CN1N=CC(=C1C1=NC(=NC=C1F)N1CCC(CC1)C(=O)N(CC1=NN(C=C1)C)CC)C